C(CCCCCCCCCCCCCCCCC)N1C(=C(C(C=C1)=O)OC1OCCCC1)C=O N-octadecyl-2-formyl-3-tetrahydropyranyloxypyridin-4-one